N-(4-cyanophenyl)-4-(cyclopropylcarbonyl)-1H-pyrrole-2-carboxamide C(#N)C1=CC=C(C=C1)NC(=O)C=1NC=C(C1)C(=O)C1CC1